lanthanum cerium lithium [Li].[Ce].[La]